N12CCN(C(CC1)CC2)C2=NC=C(C=C2F)C2(NC=C(C(=N2)NC=2C=CC1=C(NC(O1)=O)C2)C)N 2-[2-(1,4-diazabicyclo[3.2.2]non-4-yl)-3-fluoropyridin-5-yl]-5-methyl-N4-(2-oxo-2,3-dihydro-1,3-benzoxazol-5-yl)-2,4-pyrimidinediamine